4,6,7,8-tetrahydroquinazolin N=1C=NCC2=CCCCC12